ClC1=C(C(=CC=C1)C)NC(=O)C1=CN=C(S1)NC1=NC(=NC(=C1)N1CCC(CC1)CN1CCC(CC1)C=1C=C2CN(C(C2=CC1)=O)C1C(NC(CC1)=O)=O)C N-(2-chloro-6-methylphenyl)-2-((6-(4-((4-(2-(2,6-dioxopiperidin-3-yl)-1-oxoisoindoline-5-yl)piperidin-1-yl)methyl)piperidin-1-yl)-2-methylpyrimidin-4-yl)amino)thiazole-5-carboxamide